CC1=NOC(=C1COC1=CC2=C(OC[C@@H](C(N2C)=O)NC(OC(C)(C)C)=O)C=C1)C tert-butyl (S)-(7-((3,5-dimethylisoxazol-4-yl)methoxy)-5-methyl-4-oxo-2,3,4,5-tetrahydrobenzo[b][1,4]oxazepin-3-yl)carbamate